(S)-6-(1-amino-1,3-dihydrospiro[indene-2,4'-piperidin]-1'-yl)-3-(1-(2-(1-methyl-1H-pyrazol-3-yl)pyridin-4-yl)cyclopropyl)-1,5-dihydro-4H-pyrazolo[3,4-d]pyrimidin-4-one N[C@@H]1C2=CC=CC=C2CC12CCN(CC2)C=2NC(C1=C(N2)NN=C1C1(CC1)C1=CC(=NC=C1)C1=NN(C=C1)C)=O